O[C@@H]1C[C@@]2(C([C@H]3[C@H]4[C@@H]5CC[C@H]([C@@H](CCCC(C)C)C)[C@]5(CC[C@@H]4[C@]2(CC1)CO3)C)=O)O 3β,5α-dihydroxy-7β,19-epoxy-cholestan-6-one